COCCNC(=O)C=1C=CC2=C(N=C(O2)NC=2OC3=C(N2)C=C(C=C3)C(=O)OC)C1 methyl 2-[5-(N-2-methoxyethylcarbamoyl)-1,3-benzoxazol-2-ylamino]-1,3-benzoxazole-5-carboxylate